FC(C=1C=CC(=NC1)N)(OC)F 5-(difluoro(methoxy)methyl)pyridin-2-amine